ClC=1C=C(C=C(C1)NS(=O)(=O)C)NC(=O)C=1C=NN(C1)C1CCNCC1 N-(3-chloro-5-(methylsulfonamido)phenyl)-1-(piperidin-4-yl)-1H-pyrazole-4-carboxamide